C1(=CC=CC=C1)C1=C2CNC(C2=CC=C1)=O 4-phenylisoindolin-1-one